4-methylpiperazine 2,3-dihydroxysuccinate OC(C(=O)O)C(C(=O)O)O.CN1CCNCC1